C1(CC1)C1=C(N=C2SC3=C(N21)C=CC(=C3)C(=O)NCCCN3CCC(CC3)F)C3=CC=C(C=C3)[C@@H]3NCCC3 (R)-3-cyclopropyl-N-(3-(4-fluoropiperidin-1-yl)propyl)-2-(4-(pyrrolidin-2-yl)phenyl)benzo[d]imidazo[2,1-b]thiazole-7-carboxamide